12-hydroxyoctadecanoate lithium [Li+].OC(CCCCCCCCCCC(=O)[O-])CCCCCC